5-(2-isobutyramido-6-oxo-1,6-dihydro-9H-purin-9-yl)-4-methoxytetrahydrofuran-3-yl (2-cyanoethyl) diisopropylphosphoramidite C(C)(C)N(P(OC1COC(C1OC)N1C=2N=C(NC(C2N=C1)=O)NC(C(C)C)=O)OCCC#N)C(C)C